5-((4-(4-((5-chloro-4-((2-(dimethylphosphoryl)phenyl)amino)pyrimidin-2-yl)amino)-3-methoxyphenyl)piperazin-1-yl)methyl)-2-(2,6-dioxopiperidin-3-yl)-4-fluoroisoindoline-1,3-dione ClC=1C(=NC(=NC1)NC1=C(C=C(C=C1)N1CCN(CC1)CC=1C(=C2C(N(C(C2=CC1)=O)C1C(NC(CC1)=O)=O)=O)F)OC)NC1=C(C=CC=C1)P(=O)(C)C